2-methyl-2-cyanobicyclo[2.2.1]Hept-5-ene CC1(C2C=CC(C1)C2)C#N